FC(CCCCCCCC1=NOC(=N1)CC(C(=O)OC(C)(C)C)=C)(F)F tert-butyl 2-((3-(8,8,8-trifluorooctyl)-1,2,4-oxadiazol-5-yl)methyl)acrylate